1,2-dihexadecanoyl-sn-glycero-3-phosphoethanolamine C(CCCCCCCCCCCCCCC)(=O)OC[C@@H](OC(CCCCCCCCCCCCCCC)=O)COP(=O)(O)OCCN